1-Acetoxy-2-hydroxy-4-oxoheptadecane C(C)(=O)OCC(CC(CCCCCCCCCCCCC)=O)O